C(CCCCCCCCCCC)SCC1=C(C(=CC(=C1)CSCCCCCCCCCCCC)C)O 2,4-bis((dodecylthio)methyl)-6-methylphenol